8-Azadispiro[2.1.55.13]undecane-8-carboxylic acid benzyl ester C(C1=CC=CC=C1)OC(=O)N1CCC2(CC3(CC3)C2)CC1